FC1=C(C=CC=C1F)C1(C(CCCC1)=O)N 2-(2,3-difluorophenyl)-2-Aminocyclohexanone